osmium silicon oxide [Si]=O.[Os]